NC1=C(C=NN(C1=O)CC1=CC=C(C=C1)OC)C#N 5-amino-1-(4-methoxybenzyl)-6-oxo-1,6-dihydropyridazine-4-carbonitrile